N-((cis)-3-(3-cyano-6-methylpyridin-2-yl)cyclobutyl)-1-((S or R)-1-(5-fluoro-4-methyl-6-((1R,5S)-2-oxo-3-azabicyclo[3.1.0]hexan-3-yl)pyridin-3-yl)ethyl)-1H-1,2,3-triazole-4-carboxamide C(#N)C=1C(=NC(=CC1)C)[C@H]1C[C@H](C1)NC(=O)C=1N=NN(C1)[C@@H](C)C=1C=NC(=C(C1C)F)N1C([C@@H]2C[C@@H]2C1)=O |o1:21|